Di-tert-butyl (((S)-1-(tert-butoxy)-6-((4-iodobenzyl)amino)-1-oxohexan-2-yl)carbamoyl)-L-glutamate C(C)(C)(C)OC([C@H](CCCCNCC1=CC=C(C=C1)I)NC(=O)N[C@@H](CCC(=O)OC(C)(C)C)C(=O)OC(C)(C)C)=O